(1R)-1-phenylpropyl 4-[6-(1-methyl-1H-pyrazol-4-yl)pyrazolo[1,5-a]pyridin-3-yl]piperazine-1-carboxylate CN1N=CC(=C1)C=1C=CC=2N(C1)N=CC2N2CCN(CC2)C(=O)O[C@H](CC)C2=CC=CC=C2